ClC=1C2=CN(N=C2C=CC1C1=CN(C2=NC(=CN=C21)N2C1CC(CC2CC1)NC(OC(C)(C)C)=O)COCC[Si](C)(C)C)CC tert-Butyl N-[(endo)-8-[7-(4-chloro-2-ethyl-2H-indazol-5-yl)-5-{[2-(trimethylsilyl)ethoxy] methyl}-5H-pyrrolo[2,3-b]pyrazin-3-yl]-8-azabicyclo[3.2.1]octan-3-yl]carbamate